ethyl 4-amino-7-cyclobutyl-2-oxo-1,2-dihydroquinoline-3-carboxylate NC1=C(C(NC2=CC(=CC=C12)C1CCC1)=O)C(=O)OCC